((1R,5S,6s)-6-((4-(2-aminopropan-2-yl)-6-(spiro[3.5]non-6-en-7-yl)pyridin-2-yl)oxy)-3-azabicyclo[3.1.0]hexan-3-yl)(4-methyl-2-(pyrimidin-2-yl)thiazol-5-yl)methanone NC(C)(C)C1=CC(=NC(=C1)C1=CCC2(CCC2)CC1)OC1[C@@H]2CN(C[C@H]12)C(=O)C1=C(N=C(S1)C1=NC=CC=N1)C